(S)-4,4-Difluoro-1-(2-(4-(chinolin-5-ylamino)piperidin-1-yl)acetyl)pyrrolidin-2-carbonitril FC1(C[C@H](N(C1)C(CN1CCC(CC1)NC1=C2C=CC=NC2=CC=C1)=O)C#N)F